ClC1=C(NC=2NN(C3=CC(C=CC23)=NCC(=O)O)C)C=CC=C1C1=CC2=C(OCCO2)C=C1 N-(3-(2-chloro-3-(1,4-benzodioxan-6-yl)anilino)-1-methylindazol-6-ylidene)glycine